(6-(2-methoxyphenyl-amino)-4-aminopyridin-2-yl)(isoindolin-2-yl)methanone COC1=C(C=CC=C1)NC1=CC(=CC(=N1)C(=O)N1CC2=CC=CC=C2C1)N